cyclopenta[7,8]phenanthro[3,2-d]isoxazole-4,5-diol C1=CC=C2C1=CC=C1C3=CC4=CNOC4=CC3=C(C(=C21)O)O